3,5-difluoro-4-hydroxy-3-methylpiperidine-1-carboxylic acid tert-butyl ester C(C)(C)(C)OC(=O)N1CC(C(C(C1)F)O)(C)F